FC1=C(C=CC=C1)N1C(N(C(C1=O)=O)C1CN(C(C1)=O)C1=C(C=CC=C1)F)=O 1-(2-fluorophenyl)-3-[1-(2-fluorophenyl)-5-oxopyrrolidin-3-yl]imidazolidine-2,4,5-trion